3-chloro-5-(cyclohexylsulfonyl)pyridine ClC=1C=NC=C(C1)S(=O)(=O)C1CCCCC1